(5-chloro-2-methoxy-3-pyridyl)acetic acid methyl ester COC(CC=1C(=NC=C(C1)Cl)OC)=O